Methyl 5-((3-(2-(((2-chloro-[1,1'-biphenyl]-4-yl)methyl)amino)ethyl)phenethyl)amino)benzo[c][2,6]naphthyridine-8-carboxylate ClC1=C(C=CC(=C1)CNCCC=1C=C(CCNC2=NC3=C(C4=CN=CC=C24)C=CC(=C3)C(=O)OC)C=CC1)C1=CC=CC=C1